tert-butyl (R)-(3-(1-((7-bromo-4-methylphthalazin-1-yl)amino)ethyl)-4-fluoro-5-(trifluoromethyl)phenyl)(tert-butoxycarbonyl)carbamate BrC1=CC=C2C(=NN=C(C2=C1)N[C@H](C)C=1C=C(C=C(C1F)C(F)(F)F)N(C(OC(C)(C)C)=O)C(=O)OC(C)(C)C)C